5-indazol-1-yl-2-(4,4,5,5-tetramethyl-1,3,2-dioxaborolan-2-yl)benzaldehyde N1(N=CC2=CC=CC=C12)C=1C=CC(=C(C=O)C1)B1OC(C(O1)(C)C)(C)C